ClC1=C(C=CC=C1OC1=CC=C(C=C1)C(F)(F)F)C1=CC(N(C=C1)C(C)C1CCNCC1)=O 4-(2-chloro-3-(4-(trifluoromethyl)phenoxy)phenyl)-1-(1-(piperidin-4-yl)ethyl)pyridin-2(1H)-one